CC1(OCCC(C1)NC(C(C=1C=NC=CC1)N(C(=O)[C@@H]1NC[C@@H](C1)OC)C1=CC=C(C=C1)S(F)(F)(F)(F)F)=O)C (2R,4R)-N-[2-[(2,2-dimethyltetrahydropyran-4-yl)amino]-2-oxo-1-(3-pyridyl)ethyl]-4-methoxy-N-[4-(pentafluoro-λ6-sulfanyl)phenyl]pyrrolidine-2-carboxamide